methyl 5-amino-2-methyl-thiazole-4-carboxylate NC1=C(N=C(S1)C)C(=O)OC